pyrophosphoric acid pyrophosphate OP(O)(=O)OP(=O)(O)O.P(=O)(O)(O)OP(=O)(O)O